C(C)(C)(C)OC(=O)N1CCN(CC1)CCOC1=C(C=C(C=C1)N)C(C)(F)F 4-(2-(4-Amino-2-(1,1-difluoroethyl)phenoxy)ethyl)piperazine-1-carboxylic acid tert-butyl ester